C1(CCCC1)CC(=O)NCC1=CC=C(C=C1)NC(=O)NCC1=CC=C(C=C1)OC 2-cyclopentyl-N-{[4-({[(4-methoxyphenyl)methyl]amino}carbonylamino)phenyl]methyl}acetamide